N[C@H](C(=O)N[C@@H](CC1=CC=CC=C1)CC(NC=1C=NC2=CC=CC=C2C1)=O)CCCN (S)-2,5-diamino-N-((S)-4-oxo-1-phenyl-4-(quinolin-3-ylamino)butan-2-yl)pentanamide